IC1=NN(C(=N1)C(C)N)C1=NC=CC=N1 1-[3-iodo-1-(pyrimidin-2-yl)-1H-1,2,4-triazol-5-yl]ethanamine